6-(3'-((5-cyclopropyl-3-(2,6-dichlorophenyl)isoxazol-4-yl)amino)-8-azaspiro[bicyclo[3.2.1]octane-3,1'-cyclobutan]-8-yl)nicotinic acid C1(CC1)C1=C(C(=NO1)C1=C(C=CC=C1Cl)Cl)NC1CC2(C1)CC1CCC(C2)N1C1=NC=C(C(=O)O)C=C1